Methyl (2S)-2-((((2-(3-chlorobenzyl)cyclopentyl)oxy)carbonyl)amino)-3-cyclohexylpropanoate ClC=1C=C(CC2C(CCC2)OC(=O)N[C@H](C(=O)OC)CC2CCCCC2)C=CC1